BrC1=C(C(=C(C2=CC=CC=C12)Br)C)C 1,4-dibromodimethylnaphthalene